C(#N)C=1C=NN2C1C(=CC(=C2)OC)C=2C=CC(=NC2)N2C[C@H]([C@H](CC2)NC(OC(C)(C)C)=O)O Tert-butyl ((3R,4S)-1-(5-(3-cyano-6-methoxypyrazolo[1,5-a]pyridin-4-yl)pyridin-2-yl)-3-hydroxypiperidin-4-yl)carbamate